C(C)O[Si](CCCOC=1C=CC=C(C1)OCCC[Si](OCC)(OCC)OCC)(OCC)OCC 3,5-bis(3-(triethoxysilyl)propyloxy)-benzene